3-{[2-(2,2-difluoroethyl)-3-fluorophenyl]amino}-2-[3-(2-methoxyethoxy)pyridin-4-yl]-1,5,6,7-tetrahydro-4H-pyrrolo[3,2-c]pyridin-4-one FC(CC1=C(C=CC=C1F)NC1=C(NC2=C1C(NCC2)=O)C2=C(C=NC=C2)OCCOC)F